C(C)(C)(C)OC([C@H](CSSC[C@@H](C(=O)OC(C)(C)C)NC(=O)OC(C)(C)C)NC(=O)OC(C)(C)C)=O tert-butyl (2R)-3-[[(2R)-3-tert-butoxy-2-(tert-butoxycarbonylamino)-3-oxo-propyl]disulfanyl]-2-(tert-butoxycarbonylamino)propanoate